COC1CCC(CC1)N1N=C(C=2C1=NC(=NC2)NC=2C(=CC=1N(C2)C=CN1)C)C 1-((1r,4r)-4-methoxycyclohexyl)-3-methyl-N-(7-methylimidazo[1,2-a]pyridin-6-yl)-1H-pyrazolo[3,4-d]pyrimidin-6-amine